3-(trideuteriomethoxy)-1-[4-(2-{4-[2-methoxy-4-(methylsulfonyl)phenyl]-1-butynyl}-1-(2,2,2-trifluoroethyl)-1H-indol-4-ylamino)-1-piperidyl]-2-propanol [2H]C(OCC(CN1CCC(CC1)NC1=C2C=C(N(C2=CC=C1)CC(F)(F)F)C#CCCC1=C(C=C(C=C1)S(=O)(=O)C)OC)O)([2H])[2H]